NC1=NC=C(C=2N=C(N=CC21)NC2CCC(CC2)O)C2CCCC2 (1R,4R)-4-((5-amino-8-cyclopentylpyridino[4,3-d]pyrimidin-2-yl)amino)cyclohexan-1-ol